OCCOCCOCCOCCOCCOCCOCCOCCOCCOCCO 2-[2-[2-[2-[2-[2-[2-[2-[2-(2-hydroxyethoxy)ethoxy]ethoxy]ethoxy]ethoxy]ethoxy]ethoxy]ethoxy]ethoxy]ethanol